(R)-N-(p-toluenesulfonyl)-1,2-diphenylethylenediamine CC1=CC=C(C=C1)S(=O)(=O)N[C@@H](C(N)C1=CC=CC=C1)C1=CC=CC=C1